CNC(=O)C1=CC(=CC=2[C@H](COC21)C2=CC=CC=C2)C(=O)[O-] |r| (+/-)-7-(methylcarbamoyl)-3-phenyl-2,3-dihydrobenzofuran-5-carboxylate